5-(N-(3-iodobut-3-en-1-yl)sulfamoyl)-3-methylbenzofuran-2-carboxylic acid ethyl ester C(C)OC(=O)C=1OC2=C(C1C)C=C(C=C2)S(NCCC(=C)I)(=O)=O